CN(CCCN1N=C2C=C(C=CC2=C1C1CCN(CC1)C(C=C)=O)C1=NC=CC=C1)C 1-(4-(2-(3-(dimethylamino)propyl)-6-(pyridin-2-yl)-2H-indazol-3-yl)piperidin-1-yl)-2-propen-1-one